[1,3-bis-(2,4,6-trimethylphenyl)-2-imidazolidinylidene]dichloro(benzylidene)(diethylphenylphosphine) ruthenium(II) [Ru+2].CC1=C(C(=CC(=C1)C)C)N1C(N(CC1)C1=C(C=C(C=C1C)C)C)=C(C=CC1=CC=CC=C1)P(C1=C(C(=CC=C1)Cl)Cl)CC